tert-butyl (S)-2-((2-(2,6-difluoro-4-formylphenyl)-7-methylimidazo[1,2-a]pyridin-3-yl)methyl)morpholine-4-carboxylate FC1=C(C(=CC(=C1)C=O)F)C=1N=C2N(C=CC(=C2)C)C1C[C@H]1CN(CCO1)C(=O)OC(C)(C)C